5-amino-1-[4-(triethoxysilyl)butyl]-1H-tetrazole NC1=NN=NN1CCCC[Si](OCC)(OCC)OCC